tert-Butyl (R)-3-((S)-2-((((9H-fluoren-9-yl)methoxy)carbonyl)amino)-3-methoxypropanamido)-3-(4-chlorobenzyl)piperidine-1-carboxylate C1=CC=CC=2C3=CC=CC=C3C(C12)COC(=O)N[C@H](C(=O)N[C@@]1(CN(CCC1)C(=O)OC(C)(C)C)CC1=CC=C(C=C1)Cl)COC